FC(C1=CC=C(C=C1)N1C2=C(O[C@H](C1)CNC(C=C)=O)N=CC=C2)(F)F (S)-N-((1-(4-(trifluoromethyl)phenyl)-2,3-dihydro-1H-pyrido[2,3-b][1,4]oxazin-3-yl)methyl)acrylamide